[Hf].CC1=C(C(=C(C1(C1(C=CC=2C1=C1CCCCC1=CC2)CC(C)C2=CC=CC=C2)C)C)C)C pentamethylcyclopentadienyl-(1-(2-phenylpropyl)-6,7,8,9-tetrahydro-1H-cyclopenta[a]naphthalene) hafnium